CN(C=1C=2N(C=C(N1)NC(=O)C1=CC=C(C3=CN(N=C13)C)N1CC(CC1)N(C(OC(C)(C)C)=O)C)C=C(N2)C)C tert-butyl N-[1-(7-{[8-(dimethylamino)-2-methylimidazo[1,2-a]pyrazin-6-yl]carbamoyl}-2-methylindazol-4-yl)pyrrolidin-3-yl]-N-methylcarbamate